(3S,5S)-3-((2-((S)-amino(4,4-difluorocyclohexyl)methyl)benzo[d]-oxazol-5-yl)methyl)-5-(trifluoromethyl)pyrrolidin-2-one N[C@H](C=1OC2=C(N1)C=C(C=C2)C[C@@H]2C(N[C@@H](C2)C(F)(F)F)=O)C2CCC(CC2)(F)F